BrC1=CC=2C[C@H]3O[C@H](CN[C@H]3C2C=C1F)C (2S,4aS,9aR)-7-bromo-6-fluoro-2-methyl-2,3,4,4a,9,9a-hexahydroindeno[2,1-b][1,4]oxazine